1,2-bis(2,3-epoxycyclopentyloxy)-ethane C1(C2C(CC1)O2)OCCOC2C1C(CC2)O1